2-(7-{[Benzyloxy(methyl)carbamoyl]methyl}-4,10-bis({[1-(benzyloxy)-6-oxopyridin-2-yl]methyl})-1,4,7,10-tetraazacyclododecan-1-yl)-N-(benzyloxy)-N-methylacetamide C(C1=CC=CC=C1)ON(C(=O)CN1CCN(CCN(CCN(CC1)CC=1N(C(C=CC1)=O)OCC1=CC=CC=C1)CC(=O)N(C)OCC1=CC=CC=C1)CC=1N(C(C=CC1)=O)OCC1=CC=CC=C1)C